6-(3-(5-(4-(cyclopropylmethyl)piperazin-1-yl)pyridin-2-yl)-4-isopropyl-1H-pyrazol-5-yl)-8-methoxy-[1,2,4]triazolo[1,5-a]pyridine C1(CC1)CN1CCN(CC1)C=1C=CC(=NC1)C1=NNC(=C1C(C)C)C=1C=C(C=2N(C1)N=CN2)OC